S1C(=NC2=C1C=CC=C2)C2CCN(CC2)C2=C(C(N(C1=CC=CC=C21)C)=O)C(=O)OC methyl 4-[4-(1,3-benzothiazol-2-yl)piperidin-1-yl]-1-methyl-2-oxo-1,2-dihydroquinoline-3-carboxylate